(S)-1-amino-3-(3-(2-propylpentyloxy)phenyl)propan-2-ol NC[C@H](CC1=CC(=CC=C1)OCC(CCC)CCC)O